FC1(CN(C1)C1CCC(CC1)N)C 4-(3-fluoro-3-methylazetidin-1-yl)cyclohexane-1-amine